5-bromo-3-(2-(difluoromethyl)pyridin-4-yl)-1-tosyl-1H-pyrrolo[2,3-b]pyridine BrC=1C=C2C(=NC1)N(C=C2C2=CC(=NC=C2)C(F)F)S(=O)(=O)C2=CC=C(C)C=C2